benzyl((1R,2R)-2-hydroxycyclopentyl)carbamate C(C1=CC=CC=C1)OC(N[C@H]1[C@@H](CCC1)O)=O